ClC=1C(=CC=2N=CN=C(C2N1)C1=CC(=NN1C1=CC=CC=C1)C)OC 6-chloro-7-methoxy-4-(3-methyl-1-phenyl-1H-pyrazol-5-yl)pyrido[3,2-d]pyrimidine